(4-((2-(1-amino-2,2-difluoroethyl)-4-methylthiazol-5-yl)oxy)-3-fluorophenyl)-4-(2,6-difluorobenzyl)-2,4-dihydro-3H-1,2,4-triazol-3-one formate salt C(=O)O.NC(C(F)F)C=1SC(=C(N1)C)OC1=C(C=C(C=C1)N1N=CN(C1=O)CC1=C(C=CC=C1F)F)F